ClC1=CC=C2C(=CNC2=C1N1N=CC=N1)S(=O)(=O)NC1=NC(=C(C(=N1)OC)CCC#N)OC 6-chloro-N-[5-(2-cyanoethyl)-4,6-dimethoxy-pyrimidin-2-yl]-7-(triazol-2-yl)-1H-indole-3-sulfonic acid amide